COC1=CC=2N(C=C1NC(=O)N1CCC=3C1=NC=CC3N3CC1CCC(C3)N1C(=O)OC(C)(C)C)N=C(N2)C tert-butyl 3-(1-((7-methoxy-2-methyl-[1,2,4]triazolo[1,5-a]pyridin-6-yl)carbamoyl)-2,3-dihydro-1H-pyrrolo[2,3-b]pyridin-4-yl)-3,8-diazabicyclo[3.2.1]octane-8-carboxylate